(2S,3S,4S,5R,6R)-3,4,5-trihydroxy-6-((S)-1-(2-(4-oxobenzo[d][1,2,3]triazin-3(4H)-yl)acetamido)-1-(4-(trifluoromethoxy)phenyl)ethoxy)tetrahydro-2H-pyran-2-carboxylic acid O[C@@H]1[C@H](O[C@@H]([C@@H]([C@H]1O)O)O[C@@](C)(C1=CC=C(C=C1)OC(F)(F)F)NC(CN1N=NC2=C(C1=O)C=CC=C2)=O)C(=O)O